CC1=C(C2=C(N=N1)SC1=C2N=CN=C1NCC1=CC=C(C(=O)NC2(CC2)C)C=C1)C 4-[[(3,4-dimethylpyrimido[4',5':4,5]thieno[2,3-c]pyridazin-8-yl)amino]methyl]-N-(1-methylcyclopropyl)benzamide